ethyl 2-(trans-4-(cyclopropyl(2-hydroxyphenyl)amino)cyclohexylamino)acetate C1(CC1)N([C@@H]1CC[C@H](CC1)NCC(=O)OCC)C1=C(C=CC=C1)O